5-(2-methylmorpholine-4-carbonyl-1H-pyrrolo[2,3-b]pyridin-1-yl)picolinonitrile CC1CN(CCO1)C(=O)C1=CC=2C(=NC=CC2)N1C=1C=CC(=NC1)C#N